5-{8H-indeno[1,2-d][1,3]oxazol-2-yl}-1-(propan-2-yl)-1H-1,2,3-benzotriazole O1C(=NC2=C1CC=1C=CC=CC12)C1=CC2=C(N(N=N2)C(C)C)C=C1